3-(2-(5-(3-bromobenzylidene)-3-(4-methoxyphenyl)-4-oxothiazolidin-2-ylidene)hydrazono)-5-bromoindol-2-one BrC=1C=C(C=C2C(N(C(S2)=NN=C2C(NC3=CC=C(C=C23)Br)=O)C2=CC=C(C=C2)OC)=O)C=CC1